BrC1=C(C(=C(C=C1)F)C)OC(F)F 1-bromo-2-(difluoromethoxy)-4-fluoro-3-methyl-benzene